ClC=1C(=C(C=CC1)C=1C(N(C(N(C1)CC(N1CCC(CC1)N1C(NC2=C(CC1)C=CC=C2)=O)=O)=O)C)=O)F 5-(3-chloro-2-fluoro-phenyl)-3-methyl-1-{2-oxo-2-[4-(2-oxo-1,2,4,5-tetrahydro-benzo[d][1,3]diazepin-3-yl)-piperidin-1-yl]-ethyl}-1H-pyrimidin-2,4-dion